CC1=C2C(C=CC(C2=C(C=C1)C)=O)=O 5,8-dimethyl-1,4-naphthoquinone